ClC1=C(C=CC2=C1N(C(S2)=O)C)B2OC(C(O2)(C)C)(C)C 4-chloro-3-methyl-5-(4,4,5,5-tetramethyl-1,3,2-dioxaborolan-2-yl)-2,3-dihydro-1,3-benzothiazol-2-one